4,8-dimethyl-2-(propan-2-ylidene)-1,2,3,3a,4,5,6,8a-octahydroazulen-6-yl acetate C(C)(=O)OC1CC(C2CC(CC2C(=C1)C)=C(C)C)C